(11S)-7,8-difluoro-6,11-dihydrodibenzo[1,2-e:1',2'-b]thiepinol FC1=C(C=CC=2CC3=C(SCC21)C=CC=C3O)F